ClC1=CC(=C(C=C1)CN1C(C2=CC(=CC(=C2[C@]1(OCC1(CC1)CO)C1=CC=C(C=C1)Cl)F)C(C)(C)O)=O)S(=O)(=O)C (3R)-2-[(4-chloro-2-methanesulfonylphenyl)methyl]-3-(4-chlorophenyl)-4-fluoro-3-{[1-(hydroxymethyl)cyclopropyl]methoxy}-6-(2-hydroxypropan-2-yl)-2,3-dihydro-1H-isoindol-1-one